BrC1=C2C=NN(C2=CC(=C1)OC)C1OCCCC1 4-bromo-6-methoxy-1-(tetrahydro-2H-pyran-2-yl)-1H-indazole